4-(5-((cyclopropanesulfonyl)oxy)pyrimidin-2-yl)-1-methyl-1H-pyrazole-5-carboxylic acid tert-butyl ester C(C)(C)(C)OC(=O)C1=C(C=NN1C)C1=NC=C(C=N1)OS(=O)(=O)C1CC1